2-(3-Cyanophenyl)-N-(2-hydroxy-2-methyl-propyl)-3-(2-methoxy-6-methyl-4-pyridyl)imidazo[1,2-b]pyridazine-6-carboxamide C(#N)C=1C=C(C=CC1)C=1N=C2N(N=C(C=C2)C(=O)NCC(C)(C)O)C1C1=CC(=NC(=C1)C)OC